CN1N=CC(=C1)[C@@H](CN[C@@H]([C@H]1CNC=2C=CC=C(C2N1)C#N)C1=CC=CC=C1)C (R)-3-((R)-(((S)-2-(1-methyl-1H-pyrazol-4-yl)propyl)amino)(phenyl)methyl)-1,2,3,4-tetrahydroquinoxaline-5-carbonitrile